FC1=C(C=CC(=C1F)C(F)(F)F)C1=C(C=C(C=C1)C1=CCC(CC1)C1OCC(CO1)CCC)F 2-[4-[4-[2,3-difluoro-4-(trifluoromethyl)phenyl]-3-fluoro-phenyl]cyclohex-3-en-1-yl]-5-propyl-1,3-dioxane